N-[4-amino-5-[4-(benzyloxylbenzoyl)thiazol-2-yl]-4-chloro-3-fluoro-anilino]propanamide NC1(C(C=C(NNC(CC)=O)C=C1C=1SC=C(N1)C(C1=C(C=CC=C1)OCC1=CC=CC=C1)=O)F)Cl